NC=1C(=NC(=C(N1)C(=O)NCCOCCOCCOCCOCCOCCOCCOCCOCCOCCOCCOCCOCCOCCOCCOCCOCCOCCOCCOCCOCCOCCOCCOCCOC)N)C(=O)NCCOCCOCCOCCOCCOCCOCCOCCOCCOCCOCCOCCOCCOCCOCCOCCOCCOCCOCCOCCOCCOCCOCCOCCOC 3,6-diamino-N2,N5-di(2,5,8,11,14,17,20,23,26,29,32,35,38,41,44,47,50,53,56,59,62,65,68,71-tetracosaoxatriheptacontan-73-yl)pyrazine-2,5-dicarboxamide